O.C=CC1=CC=CC=C1 styrene hydrate